C(C)N([C@@H](CCCNC(N)=N)C(=O)O)C(CCCCCCCCCCCCC)=O ethyl-N-α-tetradecanoyl-L-arginine